FC(S(=O)(=O)OC=1C=C2C(=NN(C(C2=CC1)=O)C)N[C@H](C)C1=CC(=CC(=C1)C(F)(F)F)[N+](=O)[O-])(F)F (R)-2-methyl-4-((1-(3-nitro-5-(trifluoromethyl) phenyl) ethyl) amino)-1-oxo-1,2-dihydrophthalazin-6-yl trifluoromethanesulfonate